2-((4-((R)-2-(4-chloro-2-fluorophenyl)-2H-chromene-8-yl)piperidin-1-yl)methyl)-3-(((S)-Oxetan-2-yl)methyl)-3H-imidazo[4,5-b]pyridine-5-carboxylic acid methyl ester COC(=O)C1=CC=C2C(=N1)N(C(=N2)CN2CCC(CC2)C=2C=CC=C1C=C[C@@H](OC21)C2=C(C=C(C=C2)Cl)F)C[C@H]2OCC2